P(OC)(OC(C)=O)=O monomethyl acetyl phosphonate